[2-(2-{5-[(7R)-7-amino-2-azabicyclo[2.2.1]heptane-2-carbonyl]-7-methoxy-1-methyl-1H-1,3-benzodiazol-2-yl}-1-(cyclopropylmethyl)-1H-pyrrolo[2,3-b]pyridin-6-yl)pyridin-4-yl]methanol N[C@H]1C2N(CC1CC2)C(=O)C2=CC1=C(N(C(=N1)C1=CC=3C(=NC(=CC3)C3=NC=CC(=C3)CO)N1CC1CC1)C)C(=C2)OC